O=C1NC(CCC1N1C(C2=CC=C(C=C2C1=O)N1CCNCC1)=O)=O 4-(2-(2,6-dioxopiperidin-3-yl)-1,3-dioxoisoindoline-5-yl)piperazine